ClC1=C(C(=CC=C1)F)S(=O)(=O)NC1[C@@H]2CN(C[C@H]12)C1=NC=C(C=C1)C=1C=2N(C=C(C1)C=1C=NN(C1)C)N=CC2C#N 2-chloro-N-((1R,5S,6s)-3-(5-(3-cyano-6-(1-methyl-1H-pyrazol-4-yl)pyrazolo[1,5-a]pyridin-4-yl)pyridin-2-yl)-3-azabicyclo[3.1.0]hexan-6-yl)-6-fluorobenzenesulfonamide